C(CO)(=O)[O-].O[Al+]O dihydroxyaluminum glycolate